3-CHLORO-6-FLUOROPICOLINALDEHYDE ClC=1C(=NC(=CC1)F)C=O